C(C)(C)(C)C1=CC(=C(N)C(=C1)C(=C)C1=CC=CC=C1)C(=C)C1=CC=CC=C1 4-tert-butyl-2,6-bis(1-phenylvinyl)aniline